C(C)(C)(C)OC(=O)N1CCC2(CCOC2=O)CC1 1-Oxo-2-oxa-8-aza-spiro[4.5]decane-8-carboxylic acid tert-butyl ester